bis-dimethylamino-trifluoromethyl-silane CN(C)[SiH](C(F)(F)F)N(C)C